C(C)NCC(F)F N-ethyl-2,2-difluoroethylamine